tert-butyl (tert-butoxycarbonyl)(4-(1-(3,4-difluorophenyl)-2-oxo-1,9-diazaspiro[5.5]undecan-9-yl)-6-((tetrahydro-2H-pyran-4-yl-4-d)oxy)pyrimidin-2-yl)carbamate C(C)(C)(C)OC(=O)N(C(OC(C)(C)C)=O)C1=NC(=CC(=N1)N1CCC2(CCCC(N2C2=CC(=C(C=C2)F)F)=O)CC1)OC1(CCOCC1)[2H]